3-cyclopropylamino-2-methylpropane-1-sulfonic acid C1(CC1)NCC(CS(=O)(=O)O)C